CC1(CC2=C(O1)C=CC(=C2)C)CC(=O)OC methyl 2,5-dimethyl-3-benzofuranacetate